6-cyclopentyl-2-fluoro-3-{2-[(1-methyl-1H-1,2,3,4-tetrazol-5-yl)sulfanyl]-5-nitrobenzamido}benzamide C1(CCCC1)C1=CC=C(C(=C1C(=O)N)F)NC(C1=C(C=CC(=C1)[N+](=O)[O-])SC1=NN=NN1C)=O